(R)-4-((4-(4-(hydroxymethyl)piperidin-1-yl)-1-(phenylthio)butan-2-yl)amino)-3-nitrobenzenesulfonamide OCC1CCN(CC1)CC[C@H](CSC1=CC=CC=C1)NC1=C(C=C(C=C1)S(=O)(=O)N)[N+](=O)[O-]